N-(3,4-difluorophenyl)-3-(2-((1-((3,4-difluorophenyl)carbamoyl)-4-methylpiperidin-4-yl)amino)-2-oxoacetyl)-2-methyl-5,6,7,8-tetrahydroindolizine-1-carboxamide FC=1C=C(C=CC1F)NC(=O)C=1C(=C(N2CCCCC12)C(C(=O)NC1(CCN(CC1)C(NC1=CC(=C(C=C1)F)F)=O)C)=O)C